3-methoxy-7-(6-methyl-3-{1-[2-(tetrahydrofuran-3-yl)ethyl]-1H-pyrazol-4-yl}pyridin-2-yl)cinnoline COC=1N=NC2=CC(=CC=C2C1)C1=NC(=CC=C1C=1C=NN(C1)CCC1COCC1)C